N=S(=O)(CC1CN(CCC1)C1=NC(=NC=C1)C1=CN=C2SC(=CN21)C(F)(F)F)C imino(methyl)((1-(2-(2-(trifluoromethyl)imidazo[2,1-b]thiazol-5-yl)pyrimidin-4-yl)piperidin-3-yl)methyl)-λ6-sulfanone